N[C@H]1CN(CCC1)C(=O)C1=CC=2N(C=C1)C(=C(N2)C2=C(C=CC=C2)CC)C (R)-(3-Aminopiperidin-1-yl)(2-(2-ethylphenyl)-3-methylimidazo[1,2-a]pyridin-7-yl)methanone